1-[5-(cyclopropanecarbonyl)-5,6,7,8-tetrahydro-1,5-naphthyridin-2-yl]-N-(5-fluoropyridin-2-yl)cyclobutane-1-carboxamide C1(CC1)C(=O)N1C=2C=CC(=NC2CCC1)C1(CCC1)C(=O)NC1=NC=C(C=C1)F